OCC=1C=CC(=C(CP(OC)(OC)=O)C1)OC dimethyl (5-(hydroxymethyl)-2-methoxybenzyl)phosphonate